2-((4-(7-(((2s,5r)-5-aminotetrahydro-2H-pyran-2-yl)methyl)-2,7-diazaspiro[3.5]non-2-yl)pyrimidin-5-yl)oxy)-N-(2,2-difluoroethyl)-5-fluoro-N-isopropylbenzamide N[C@@H]1CC[C@H](OC1)CN1CCC2(CN(C2)C2=NC=NC=C2OC2=C(C(=O)N(C(C)C)CC(F)F)C=C(C=C2)F)CC1